C(C)(C)NC(=O)C1=NC2=CC=CC(=C2N=C1)C1=CC=C(C=C1)C(F)(F)F N-Isopropyl-5-(4-(trifluoromethyl)phenyl)quinoxaline-2-carboxamide